methyl (E)-3-(4-methyl-2-nitro-phenyl)prop-2-enoate CC1=CC(=C(C=C1)/C=C/C(=O)OC)[N+](=O)[O-]